5-bromo-2-methylbenzenesulfinyl chloride BrC=1C=CC(=C(C1)S(=O)Cl)C